C(C=C)(=O)N1[C@H](CN(CC1)C1=NC(=NC=2C[C@@]3(CCC12)C=C(C1=C(C=CC=C13)Cl)C)OC[C@H]1N(CCC1)C)CC#N 2-((S)-1-acryloyl-4-((S)-4-chloro-3-methyl-2'-(((S)-1-methylpyrrolidin-2-yl)methoxy)-5',8'-dihydro-6'H-spiro[indene-1,7'-quinazolin]-4'-yl)piperazin-2-yl)acetonitrile